rac-(2R,3S)-2-(hydroxymethyl)-3-methylpyrrolidine-1-carboxylic acid tert-butyl ester C(C)(C)(C)OC(=O)N1[C@H]([C@H](CC1)C)CO |r|